OOP(=O)(O)OC(C)=O 1-hydroxyphosphonoacetic acid